OC=1C=C(C2=CC=CC=C2C1)C1=C2C(=NC(=C1C)N1CC3(CN(C3)C(C=C)=O)CC1)CC(OC2)(C)C (P)-1-(6-(4-(3-hydroxy-1-naphthalenyl)-3,7,7-trimethyl-7,8-dihydro-5H-pyrano[4,3-b]pyridin-2-yl)-2,6-diazaspiro[3.4]octan-2-yl)-2-propen-1-one